C(C)N1C(=CC=2C1=NC=CN2)C=O 5-ethyl-5H-pyrrolo[2,3-b]pyrazine-6-carbaldehyde